FC1(CCN(CCC1)C(=O)OC(C)(C)C)C(=O)OC(C)(C)C Di-tert-butyl 4-fluoroazepane-1,4-dicarboxylate